4-Methyl-2-(2-(4-methylpiperazin-1-yl)ethoxy)-N-(4,4,4-trifluorobutyl)-1H-imidazole-1-carboxamide CC=1N=C(N(C1)C(=O)NCCCC(F)(F)F)OCCN1CCN(CC1)C